O=C1NC(CCC1N1C(C2=CC=CC(=C2C1=O)OCC(NCCOCCOCCOCCC(=O)O)=O)=O)=O 1-((2-(2,6-dioxopiperidin-3-yl)-1,3-dioxoisoindolin-4-yl)oxy)-2-oxo-6,9,12-trioxa-3-azapentadecan-15-oic acid